8-((4-(tert-butoxy)-4-oxobutyl)(8-(non-2-yloxy)-8-oxooctyl)amino)octanoic acid heptadec-9-yl ester CCCCCCCCC(CCCCCCCC)OC(CCCCCCCN(CCCCCCCC(=O)OC(C)CCCCCCC)CCCC(=O)OC(C)(C)C)=O